5-(3,5-dihydroxypiperazin-1-yl)-2,3-dihydro-1,4-benzodioxine OC1CN(CC(N1)O)C1=CC=CC=2OCCOC21